caprylic acid myristyl ester C(CCCCCCCCCCCCC)OC(CCCCCCC)=O